1,1-di-tertiary-butoxy-N,N-dimethylamine C(C)(C)(C)OC(NC)OC(C)(C)C